C(CCC)C1=NC(=CC(=N1)N1CC2(C=3C=NC(=CC31)NC(C)=O)CC2)C N-(1'-(2-butyl-6-methylpyrimidin-4-yl)-1',2'-dihydrospiro[cyclopropane-1,3'-pyrrolo[3,2-c]pyridin]-6'-yl)acetamide